tetracontan-1-yl montanate C(CCCCCCCCCCCCCCCCCCCCCCCCCCC)(=O)OCCCCCCCCCCCCCCCCCCCCCCCCCCCCCCCCCCCCCCCC